NCC1(CCN(CC1)C1=CN=C(C(=N1)N)C1=C(C(=CC=C1)Cl)Cl)C 6-(4-(aminomethyl)-4-methylpiperidin-1-yl)-3-(2,3-dichlorophenyl)pyrazin-2-amine